N-(3-((4-((3,4-dichloro-2-fluorophenyl)amino)-7-methoxyquinazolin-6-yl)amino)cyclobutyl)acrylamide ClC=1C(=C(C=CC1Cl)NC1=NC=NC2=CC(=C(C=C12)NC1CC(C1)NC(C=C)=O)OC)F